FC=1C=C2CCN(C(C2=CC1)(C)C)C1=CC(=C(C(=C1)C)NC(CC(C)(C)C)=O)C N-(4-(6-fluoro-1,1-dimethyl-3,4-dihydroisoquinolin-2(1H)-yl)-2,6-dimethylphenyl)-3,3-dimethylbutanamide